(E)-N-(2-butoxy-6-chlorophenyl)-3-(3,4-dimethoxyphenyl)acrylamide C(CCC)OC1=C(C(=CC=C1)Cl)NC(\C=C\C1=CC(=C(C=C1)OC)OC)=O